ClC=1C(=CC(=C(C1)S(=O)(=O)NC=1SC=CN1)F)NCCCCNC[C@H]1N[C@H](CC1)C1=CC=CC=C1 5-chloro-2-fluoro-4-{[4-({[(2S,5R)-5-phenylpyrrolidin-2-yl]methyl}amino)butyl]amino}-N-1,3-thiazol-2-ylbenzenesulfonamide